OCCCCNCCCCCC(=O)OCCCCCCCCCCC(C)C 11-methyldodecyl 6-((4-hydroxybutyl)amino)hexanoate